5-bromo-3-isopropyl-2-methoxypyridine BrC=1C=C(C(=NC1)OC)C(C)C